7-(6-amino-3-chloro-2-fluorophenyl)-6-chloro-1-(2-isopropyl-4-(methylthio)pyridin-3-yl)pyrido[2,3-d]pyrimidin-2(1H)-one NC1=CC=C(C(=C1C=1C(=CC2=C(N(C(N=C2)=O)C=2C(=NC=CC2SC)C(C)C)N1)Cl)F)Cl